Methyl 2,3,4,6-Tetra-O-Benzyl-α-D-Mannopyranoside CO[C@@H]1[C@H]([C@H]([C@@H]([C@H](O1)COCC2=CC=CC=C2)OCC3=CC=CC=C3)OCC4=CC=CC=C4)OCC5=CC=CC=C5